di([1,1'-biphenyl]-4-yl)-N-cyclohexyl-N-(di([1,1'-biphenyl]-4-yl)phosphaneyl)phosphanamine C1(=CC=C(C=C1)P(N(P(C1=CC=C(C=C1)C1=CC=CC=C1)C1=CC=C(C=C1)C1=CC=CC=C1)C1CCCCC1)C1=CC=C(C=C1)C1=CC=CC=C1)C1=CC=CC=C1